methyl (S)-2-((tert-butoxycarbonyl)amino)-3-hydroxy-3-methylbutanoate C(C)(C)(C)OC(=O)N[C@H](C(=O)OC)C(C)(C)O